C(#N)C=1C=C2C(=C(C(N(C2=CC1OC1COCC1)C)=O)C(=O)N)N1CCC(CC1)(C=1OC2=C(N1)C=C(C=C2)C)C 6-cyano-1-methyl-4-[4-methyl-4-(5-methyl-1,3-benzooxazol-2-yl)piperidin-1-yl]-2-oxo-7-[(oxolane-3-yl)oxy]-1,2-dihydroquinoline-3-carboxamide